(2-chloro-9-ethyl-9H-purine-6,8-diyl)dimorpholine ClC1=NC(=C2N=C(N(C2=N1)CC)N1CCOCC1)N1CCOCC1